(S)-3-((4-chloro-5-((1-(2,3-dihydrobenzo[b][1,4]dioxin-6-yl)-2-oxo-1,2-dihydropyridin-3-yl)methoxy)-2-((((5-oxopyrrolidin-2-yl)methyl)amino)methyl)phenoxy)methyl)benzonitrile ClC1=CC(=C(OCC=2C=C(C#N)C=CC2)C=C1OCC=1C(N(C=CC1)C1=CC2=C(OCCO2)C=C1)=O)CNC[C@H]1NC(CC1)=O